NC1(CC2=CC=C(C=C2C1)NC([C@H](C1CCCCC1)NC(OCC1=CC=CC=C1)=O)=O)C(NC)=O benzyl ((1S)-2-((2-amino-2-(methylcarbamoyl)-2,3-dihydro-1H-inden-5-yl)amino)-1-cyclohexyl-2-oxoethyl)carbamate